(R)-4-cyano-N-(2-((4-(6-((cis)-2,6-dimethylmorpholino)pyridin-2-yl)thiazol-2-yl)amino)-2-oxoethyl)-4-fluoroisochromane-6-carboxamide C(#N)[C@]1(COCC2=CC=C(C=C12)C(=O)NCC(=O)NC=1SC=C(N1)C1=NC(=CC=C1)N1C[C@@H](O[C@@H](C1)C)C)F